N-(4-(1H-indazol-6-yl)pyrimidin-2-yl)acetamide N1N=CC2=CC=C(C=C12)C1=NC(=NC=C1)NC(C)=O